N-((5-bromo-6-methylpyridin-2-yl)methyl)-5,6,7,8-tetrahydroquinolin-8-amine BrC=1C=CC(=NC1C)CNC1CCCC=2C=CC=NC12